2-Chloro-6,7-dihydro-5H-cyclopenta[b]pyrazin-5-ol ClC1=CN=C2C(=N1)CCC2O